C(C)(=O)OC1=C2C(=CNC2=CC=C1)CCN(C(C)C)C [3-[2-[methyl(propan-2-yl)amino]ethyl]-1H-indol-4-yl] acetate